C(#N)C1=CC(=CC2=C1N(C(=N2)NC(CC2C(C(C2)(F)F)(F)F)=O)C2(CCC2)C)F N-(7-cyano-5-fluoro-1-(1-methylcyclobutyl)-1H-benzo[d]imidazol-2-yl)-2-(2,2,3,3-tetrafluorocyclobutyl)acetamide